3,N3,N6,N6-tetrakis(4-methoxyphenyl)-9H-carbazole-3,6-diamine COC1=CC=C(C=C1)C1(CC=C2NC3=CC=C(C=C3C2=C1)N(C1=CC=C(C=C1)OC)C1=CC=C(C=C1)OC)NC1=CC=C(C=C1)OC